COCC(C)(C)OC(=O)C1CCNCC1 piperidine-4-carboxylic acid 1-methoxy-2-methylpropan-2-yl ester